NC1=NN2C(C=C(C=C2)C=2C=C(C#N)C=C(N2)C=2C(=NN(C2)[C@@H](C(C)(F)F)C2=CC=C(C=C2)F)C)=N1 (R)-2-(2-amino-[1,2,4]triazolo[1,5-a]pyridin-7-yl)-6-(1-(2,2-difluoro-1-(4-fluorophenyl)propyl)-3-methyl-1H-pyrazol-4-yl)isonicotinonitrile